1-(6-tert-butylpyrimidin-4-yl)-2-hydroxy-4-methoxy-3-methyl-2H-pyrrol-5-one C(C)(C)(C)C1=CC(=NC=N1)N1C(C(=C(C1=O)OC)C)O